FC([C@@H]1CNC[C@H]1NC(C)=O)F (3R,4S)-3-(difluoromethyl)-4-acetamidopyrrolidin